N-(3-bromo-2-methylphenyl)pyrido[3,4-b]Pyrazine-5-amine BrC=1C(=C(C=CC1)NC1=NC=CC=2C1=NC=CN2)C